BrC1=CC(=C(C(=O)NCC(C(F)(F)F)O)C=C1)F 4-bromo-2-fluoro-N-(3,3,3-trifluoro-2-hydroxypropyl)benzamide